(±)-lysergic acid OC(=O)[C@H]1CN(C)[C@@H]2CC3=CNC4=CC=CC(C2=C1)=C34 |r|